[1,4'-bipiperidine]-1'-carboxylic acid 4-((3-(1,1-difluoroethyl) phenyl) carbamoyl)-1-(4-(difluoromethoxy)-3-(pyridin-3-yl) phenyl)-3-methyl-1H-pyrazol-5-yl ester FC(C)(F)C=1C=C(C=CC1)NC(=O)C=1C(=NN(C1OC(=O)N1CCC(CC1)N1CCCCC1)C1=CC(=C(C=C1)OC(F)F)C=1C=NC=CC1)C